BrC=1C(=NN(C1C(=O)O)C)C(F)(F)F 4-bromo-1-methyl-3-(trifluoromethyl)-1H-pyrazole-5-carboxylic acid